ClC(C1=CC=CC2=CC=CC=C12)C1=CC=C(C=C1)Cl 1-(chloro(4-chlorophenyl)methyl)naphthalene